OC1=C(C=O)C=C(C(=C1)O)Cl 2,4-dihydroxy-5-chloro-benzaldehyde